[1,3]-dithiane S1CSCCC1